CC=1N(C(=CC1)C)C1=NN2C(C(=C(C(=C2)F)C2=NC(=CN=C2)C=2C=NN(C2)C(CC)C2=CC=C(C=C2)F)C)=N1 2-(2,5-dimethyl-1H-pyrrol-1-yl)-6-fluoro-7-(6-(1-(1-(4-fluorophenyl)-propyl)-1H-pyrazol-4-yl)pyrazin-2-yl)-8-methyl-[1,2,4]triazolo[1,5-a]pyridine